OC1CC(C1)OC1=CN=C(C=C1C#N)C#CC(C)(C)OCCO 5-(3-hydroxycyclobutoxy)-2-(3-(2-hydroxyethoxy)-3-methylbut-1-yn-1-yl)isonicotinonitrile